CNC1=NC(=NC(=N1)NC1=CC=CC=C1)Cl 2-methylamino-4-anilino-6-chloro-1,3,5-triazine